C1(=CC=CC=C1)NC=1C=C2C=CN(C2=C(C1)C(=O)NC1(CC1)C1=CC=C(C(=O)OC)C=C1)CC1=CC=C(C=C1)C(F)(F)F methyl 4-(1-(5-(phenylamino)-1-(4-(trifluoromethyl)benzyl)-1H-indole-7-carboxamido)cyclopropyl)benzoate